(E)-3-(3-(2,6-dimethylphenyl)-2-ethyl-8-fluoro-4-oxo-3,4-dihydroquinazolin-6-yl)-N-hydroxyacrylamide CC1=C(C(=CC=C1)C)N1C(=NC2=C(C=C(C=C2C1=O)/C=C/C(=O)NO)F)CC